(4-((4-((1H-indazol-6-yl)amino)-5-methylpyrimidine-2-yl)amino)phenyl)(4-methylpiperazine-1-yl)methanone N1N=CC2=CC=C(C=C12)NC1=NC(=NC=C1C)NC1=CC=C(C=C1)C(=O)N1CCN(CC1)C